COC=1C=C(C=CC1)C1=NN2C=NC=3C(=CC=CC3C2=N1)C 2-(3-methoxyphenyl)-7-methyl[1,2,4]triazolo[1,5-c]quinazolin